4-phenyl-3,4-dihydro-1H-chromeno[4,3-d]pyrimidine-2,5-dione C1(=CC=CC=C1)C1C2=C(NC(N1)=O)C=1C=CC=CC1OC2=O